FC1=C(C(=O)N(C2=NC=CC3=C2C=C(S3)C=3C=NN(C3)C3=NC=CC=C3)[C@H]3CNCCC3)C=CC(=C1)N1N=NC=3C1=NC=CC3 2-fluoro-N-[(3R)-3-piperidyl]-N-[2-[1-(2-pyridyl)pyrazol-4-yl]thieno[3,2-c]pyridin-4-yl]-4-(triazolo[4,5-b]pyridin-3-yl)benzamide